4-methoxy-5-((1-methylcyclopropyl)sulfonyl)pyridin-2-amine COC1=CC(=NC=C1S(=O)(=O)C1(CC1)C)N